N1N=CC(=C1)C=1CN(CC1)C(=O)OCCCC butyl 3-(1H-pyrazol-4-yl)-2,5-dihydro-1H-pyrrole-1-carboxylate